(2S)-N-((2S)-1-(2-(3-amino-3-oxopropyl)-2-(2-chloro-2-fluoroacetyl)hydrazinyl)-3,3-dimethyl-1-oxobutan-2-yl)-3,3-dimethyl-2-(2,2,2-trifluoroacetamido)butanamide NC(CCN(NC([C@H](C(C)(C)C)NC([C@H](C(C)(C)C)NC(C(F)(F)F)=O)=O)=O)C(C(F)Cl)=O)=O